(R)-2-(7-(difluoromethyl)-6-(1-methyl-1H-pyrazol-4-yl)-3,4-dihydroquinolin-1(2H)-yl)-N-methyl-6,7-dihydro-5H-cyclopenta[b]pyridine-7-carboxamide FC(C1=C(C=C2CCCN(C2=C1)C1=CC=C2C(=N1)[C@@H](CC2)C(=O)NC)C=2C=NN(C2)C)F